C(C)(=O)[O-].C(CCCCC)[NH+]1CC(CCC1)C 1-hexyl-3-methylpiperidinium acetate